(3S,5R)-5-(5-bromothiazol-2-yl)-N-(3-chloro-4-fluorophenyl)-2-methyl-1,2,6-thiadiazinane-3-carboxamide 1,1-dioxide BrC1=CN=C(S1)[C@H]1C[C@H](N(S(N1)(=O)=O)C)C(=O)NC1=CC(=C(C=C1)F)Cl